C1(CCCCC1)OC1=C2C=CC(=NC2=C(C=C1)CC)C=1SC2=C(C1C)C=CC=C2 5-(Cyclohexyloxy)-8-ethyl-2-(3-methyl-1-benzothiophen-2-yl)quinoline